trans-(3SR,4SR)-4-(pyridin-2-yl-dithio)tetrahydropyran-3-ol N1=C(C=CC=C1)SS[C@@H]1[C@H](COCC1)O |r|